F[C@@H](C1(COC1)C=1C=C(N)C=CC1)C1=NN=CN1C 3-{3-[(S)-fluoro(4-methyl-1,2,4-triazol-3-yl)methyl]oxetan-3-yl}aniline